ClC=1C(=CC(=NC1)OC)C1=CC(=NN1)C(=O)N1CCC(CC1)(C(=O)OC)O Methyl 1-(5-(5-chloro-2-methoxypyridin-4-yl)-1H-pyrazole-3-carbonyl)-4-hydroxypiperidine-4-carboxylate